(2,5-Dimethoxy-4-methylphenyl)magnesium bromide COC1=C(C=C(C(=C1)C)OC)[Mg]Br